6-chloro-N-[(2RS)-1-chloro-3-(2,4-dimethylphenyl)propan-2-yl]-2-(3-cyclopropylphenoxy)-N'-hydroxypyrrolo[1,2-b]pyridazine-3-carboximidamide ClC=1C=C2N(N=C(C(=C2)C(N[C@@H](CCl)CC2=C(C=C(C=C2)C)C)=NO)OC2=CC(=CC=C2)C2CC2)C1 |r|